CC=1C(N(C=CN1)[C@H]1CNCCC1)=O (R)-3-methyl-1-(piperidin-3-yl)pyrazin-2(1H)-one